Nonane-2,7-dicarboxylic acid O7-benzyl ester O2-tert-butyl ester C(C)(C)(C)OC(=O)C(C)CCCCC(CC)C(=O)OCC1=CC=CC=C1